N-[(3'S,14R)-6,17,19-trifluorospiro[8,12-dioxa-21-azatetracyclo[14.3.1.110,13.02,7]henicosa-1(19),2,4,6,10,13(21),16(20),17-octaene-14,5'-tetrahydrofuran]-3'-yl]methanesulfonamide FC=1C=CC=C2C3=C(C=C(C(C[C@@]4(C[C@@H](CO4)NS(=O)(=O)C)C=4OC=C(COC12)N4)=C3)F)F